BrC=1C=C(C=CC1)C=1C(=C(NC1)CC1CC1)CC1=CC(=C(C(=C1)F)S(=O)(=O)N)F 4-[[4-(3-bromophenyl)-2-(cyclopropylmethyl)-1H-pyrrol-3-yl]methyl]-2,6-difluoro-benzenesulfonamide